COC1=CC=C(CN(C2=CC(=C(C(=N2)C2=C(C=3N=C(N=C(C3C(=N2)Cl)O)O)F)C(F)(F)F)C)CC2=CC=C(C=C2)OC)C=C1 7-(6-(Di(4-methoxybenzyl)amino)-4-methyl-3-(trifluoromethyl)pyridin-2-yl)-5-chloro-8-fluoropyrido[4,3-d]pyrimidine-2,4-diol